tert-butyl N-[8-(methylamino)-2,7-naphthyridin-3-yl]carbamate CNC=1N=CC=C2C=C(N=CC12)NC(OC(C)(C)C)=O